3-{4-[3-(2-methoxyethyl)piperidine-1-sulfonyl]phenyl}-1-(pyridin-3-ylmethyl)urea COCCC1CN(CCC1)S(=O)(=O)C1=CC=C(C=C1)NC(NCC=1C=NC=CC1)=O